ClC1=CC2=C(OCC(N2)=O)C=C1C=1C(=NOC1C)C 6-chloro-7-(3,5-dimethyl-isoxazol-4-yl)-2H-benzo[b][1,4]Oxazin-3(4H)-one